NCCOCCN bis-(2-aminoethyl)ether